C(C)C(CCCC)C(=O)SC1=CC=C(C(=O)C2=CC=C(C=C2)SC(=O)C(CCCC)CC)C=C1 4,4'-bis(1-ethyl-n-pentylcarbonylthio)benzophenone